FC1=C(C=C(C=C1)OC)C=1C=C2C=C(C(=C(N2C1)C(C)N1CCOCC1)C)C(=O)O 2-(2-fluoro-5-methoxyphenyl)-6-methyl-5-(1-morpholinoethyl)indolizine-7-carboxylic acid